CC1=C(C=2C(N(C=3N(C2O1)C(=NN3)C(C)C3=CC=C(C=C3)CC(C)C)C3=CC(=C(C=C3)C)Cl)=O)C(=O)OCC ethyl 2-methyl-4-keto-5-(3-chloro-4-methylphenyl)-8-(1-(4-isobutylphenyl) ethyl)-furo[3,2-e][1,3,4]triazolo[1,5-a]pyrimidine-3-carboxylate